OC1C(C(C2=CC=CC=C12)=O)C=1C=C(C=CC1)C (-)-3-Hydroxy-2-m-tolyl-2,3-dihydro-1H-inden-1-one